O\N=C/1\CC[C@@H](CCC1)C=1C=C2C(=NC1)NC(N2C2CCN(CC2)C(C2=CC=C(C=C2)OC(F)(F)F)=O)=O |r| (rac)-6-[(4E)-4-hydroxyiminocycloheptyl]-1-[1-[4-(trifluoromethoxy)benzoyl]-4-piperidyl]-3H-imidazo[4,5-b]pyridin-2-one